5-{7-[1-(cyclopropylmethyl)-2,5-dihydro-1H-pyrrol-3-yl]-1-fluoro-3-hydroxynaphthalen-2-yl}-1λ6,2,5-thiadiazolidine-1,1,3-trione C1(CC1)CN1CC(=CC1)C1=CC=C2C=C(C(=C(C2=C1)F)N1CC(NS1(=O)=O)=O)O